(S)-3-methyl-N-(3-(1-((1-methyl-1H-pyrazolo[3,4-b]pyrazin-6-yl)amino)ethyl)phenyl)-4-(thiomorpholinomethyl)benzamide CC=1C=C(C(=O)NC2=CC(=CC=C2)[C@H](C)NC2=CN=C3C(=N2)N(N=C3)C)C=CC1CN1CCSCC1